IC1=CC=C(C=C1)N1C2=CC=CC=C2C=2C=CC=CC12 9-(4-iodophenyl)-9H-carbazole